7-((1R,3s,5S,6r)-6-(1-(tert-butyl)-3-(trifluoromethyl)-1H-pyrazol-5-yl)bicyclo[3.1.0]hexan-3-yl)-2-thia-7-azaspiro[3.5]nonane 2,2-dioxide C(C)(C)(C)N1N=C(C=C1C1[C@H]2CC(C[C@@H]12)N1CCC2(CS(C2)(=O)=O)CC1)C(F)(F)F